ClC1=CC=C(C=C1)[C@@]1(N(C(C2=CC(=CC(=C12)F)C(C1CCS(CC1)(=O)=O)O)=O)CC1=NC=C(C=N1)Cl)OCC1(CC1)O 4-{[(1R)-1-(4-chlorophenyl)-2-[(5-chloropyrimidin-2-yl)methyl]-7-fluoro-1-[(1-hydroxycyclopropyl)methoxy]-3-oxo-2,3-dihydro-1H-isoindol-5-yl](hydroxy)methyl}-1λ6-thiane-1,1-dione